4-fluoro-N-(2-(6,6a,7,7a-tetra-hydro-5H-cyclopropa[c][1,5]naphthyridin-2-yl)propan-2-yl)-benzamide FC1=CC=C(C(=O)NC(C)(C)C=2N=C3C4C(CNC3=CC2)C4)C=C1